2-Chloro-N-{2-[4-(difluoromethyl)-1,3-thiazol-5-yl]-2-{4-[(6-fluoropyrazin-2-yl)oxy]piperidin-1-yl}ethyl}-6-fluorobenzamide ClC1=C(C(=O)NCC(N2CCC(CC2)OC2=NC(=CN=C2)F)C2=C(N=CS2)C(F)F)C(=CC=C1)F